ClC=1C=CC(=C(C1)C1=CC(=CN=N1)NC1=CC=NC2=CC(=CC=C12)OCCN1CCN(CC1)CCN(CCO)CCO)F 2-{[2-(4-{2-[(4-{[6-(5-chloro-2-fluorophenyl)pyridazin-4-yl]amino}quinolin-7-yl)oxy]-ethyl}piperazin-1-yl)ethyl]-(2-hydroxyethyl)amino}ethan-1-ol